3-ethyl-1-(3-dimethylaminopropyl)carbodiimide hydrochloride Cl.C(C)N=C=NCCCN(C)C